[2-mesityl-5-(2,4,6-triisopropylphenyl)imidazo[1,5-a]pyridin-3-ylidene]dichloropalladium(II) C1(=C(C(=CC(=C1)C)C)N1C(N2C(C=CC=C2C2=C(C=C(C=C2C(C)C)C(C)C)C(C)C)=C1)=[Pd-2](Cl)Cl)C